1-(N-((6'-Cyano-[1,1':3',1''-terphenyl]-4-yl)methyl)pentanamido)-4-oxocyclohexanecarboxylic acid C(#N)C1=CC=C(C=C1C1=CC=C(C=C1)CN(C(CCCC)=O)C1(CCC(CC1)=O)C(=O)O)C1=CC=CC=C1